1-(2-fluorophenyl)hexan-1-ol FC1=C(C=CC=C1)C(CCCCC)O